C(C)(C)(C)OC(=O)N\C(\C(=O)OC)=C/C1COCCC1 methyl (Z)-2-(tert-butoxycarbonylamino)-3-tetrahydropyran-3-yl-prop-2-enoate